C1=NC=C(C2=CC=CC=C12)N1C(N(C[C@@H]1C#N)C1=CC(=CC=C1)C(F)(F)F)=O (R)-3-(isoquinolin-4-yl)-2-oxo-1-(3-(trifluoromethyl)phenyl)imidazoline-4-carbonitrile